C(C)(C)(C)OC(=O)N1C2C(NCC1CC2)CO[Si](C)(C)C(C)(C)C tert-butyl-2-(((tert-butyldimethylsilyl)oxy)methyl)-3,8-diazabicyclo[3.2.1]octane-8-carboxylate